S1C=NC2=C1C(=CC=C2)S(=O)(=O)[O-] 1,3-benzothiazole-7-sulfonate